(+)-2-{[(3-cyanophenyl)carbamoyl]amino}-2-cyclopropylbutyric acid C(#N)C=1C=C(C=CC1)NC(=O)NC(C(=O)O)(CC)C1CC1